C(C)(C)C1CCCCC1 4-Isopropylcyclohexane